S1C(=CC=C1C=1OC2=C(N1)C=C(C=C2)C(C)(C)C)C=2OC1=C(N2)C=C(C=C1)C(C)(C)C 2,5-thiophenediylbis(5-t-butyl-1,3-benzoxazole)